NC1=NC(=C(C=C1C#N)C#N)OCC 2-amino-6-ethoxypyridine-3,5-dicarbonitrile